1-(2-(phenylamino)pyridin-4-yl)-N-(1-(3-chlorophenyl)-2-hydroxyethyl)-1H-imidazole-4-carboxamide C1(=CC=CC=C1)NC1=NC=CC(=C1)N1C=NC(=C1)C(=O)NC(CO)C1=CC(=CC=C1)Cl